2-(1-ethyl-3-methyl-1H-pyrazol-4-yl)[1,2,4]triazolo[1,5-c]quinazolin-5(6H)-one C(C)N1N=C(C(=C1)C1=NN2C(NC=3C=CC=CC3C2=N1)=O)C